1-(4-amino-2-(trifluoromethyl)benzyl)piperidin-4-ol NC1=CC(=C(CN2CCC(CC2)O)C=C1)C(F)(F)F